(1R,5S)-3-(4-chloro-2-fluoro-phenyl)-6-[4-(2,6-dibenzyloxy-3-pyridyl)-2-fluoro-phenyl]-3,6-diazabicyclo[3.2.0]heptane ClC1=CC(=C(C=C1)N1C[C@@H]2CN([C@@H]2C1)C1=C(C=C(C=C1)C=1C(=NC(=CC1)OCC1=CC=CC=C1)OCC1=CC=CC=C1)F)F